oxohydroxypropyl-trimethyl-ammonium chloride [Cl-].O=C[N+](C)(C)CCCO